1-(2-oxabicyclo[2.2.2]octan-4-yl)ethan-1-one C12OCC(CC1)(CC2)C(C)=O